C(C1=CC=CC=C1)(C1=CC=CC=C1)=NC(C(=O)OC)C=1N=NC=C2C1N=CC=C2 methyl 2-(benzhydrylideneamino)-2-pyrido[2,3-d]pyridazin-8-yl-acetate